3-{[3-amino-5-(trinitromethyl)phenyl]Methyl}-5-(trinitromethyl)aniline NC=1C=C(C=C(C1)C([N+](=O)[O-])([N+](=O)[O-])[N+](=O)[O-])CC=1C=C(N)C=C(C1)C([N+](=O)[O-])([N+](=O)[O-])[N+](=O)[O-]